FC1(CCNCC1)CN1CCC(CC1)C#CC1=CC=C(C2=CC=CC=C12)[C@@H](C)NC(=O)C=1C=C(C=CC1C)NC1CN(C1)C(=O)OC(C)(C)C tert-butyl (R)-3-((3-((1-(4-((1-((4-fluoropiperidin-4-yl)methyl)piperidin-4-yl)ethynyl)naphthalen-1-yl)ethyl)carbamoyl)-4-methylphenyl)amino)azetidine-1-carboxylate